ClC1=NC=2N(C(=C1)N1CCC(CC1)(C(=O)N)NCC)N=C(C2C2=CC=C(C=C2)Cl)C2=C(C=CC=C2)Cl 1-[5-chloro-2-(2-chlorophenyl)-3-(4-chlorophenyl)pyrazolo[1,5-a]pyrimidin-7-yl]-4-(ethylamino)piperidine-4-carboxamide